N-(4-chloro-1H-indol-7-yl)-2-(piperidin-3-yl)thiazole-5-sulfonamide ClC1=C2C=CNC2=C(C=C1)NS(=O)(=O)C1=CN=C(S1)C1CNCCC1